C(N)(=O)C1=CC=C(C=C1)C1=C(N(C=C1)S(N)(=O)=O)C(=O)O 3-(4-Carbamoylphenyl)-1-sulfamoyl-pyrrole-2-carboxylic acid